FC[C@H](CN(CC[C@@H](C(=O)O)NC(=O)C1OCCC2=CC=CC=C12)CCCCC1=NC=2NCCCC2C=C1)OC (2S)-4-(((S)-3-fluoro-2-methoxypropyl)(4-(5,6,7,8-tetrahydro-1,8-naphthyridin-2-yl)butyl)amino)-2-(isochromane-1-carboxamido)butanoic acid